dimethyl(5-(prop-2-yn-1-ylamino)pyridin-2-yl)phosphine oxide CP(C1=NC=C(C=C1)NCC#C)(C)=O